(R)-S-(1-(2-(4,4-difluoropiperidin-1-yl)-3-fluorophenyl)ethyl) ethanethioate C(C)(S[C@H](C)C1=C(C(=CC=C1)F)N1CCC(CC1)(F)F)=O